CC(C)(C)OC(=O)NC1=CC=CC(=C1)C=O tert-butyl N-(3-formylphenyl)carbamate